tert-butyl (2S,3S)-3-(((S)-1-(benzyloxy)-3-methyl-1-oxobutan-2-yl)(methyl)carbamoyl)-2-(hydroxymethyl)azetidine-1-carboxylate C(C1=CC=CC=C1)OC([C@H](C(C)C)N(C(=O)[C@@H]1[C@H](N(C1)C(=O)OC(C)(C)C)CO)C)=O